CC=1C=C2C=C(C(OC2=CC1)=O)C(=O)O 6-Methyl-3-carboxycoumarin